3-(3-oxa-8-azabicyclo[3.2.1]octan-8-yl)-8-methyl-N-((R)-1-(3-(trifluoromethyl)phenyl)ethyl)pyrido[2,3-d]pyridazin-5-amine C12COCC(CC1)N2C2=CC=1C(=C(N=NC1N[C@H](C)C1=CC(=CC=C1)C(F)(F)F)C)N=C2